tert-butyl (((2S)-1-((2-(2-(2,6-dioxopiperidin-3-yl)-1-oxoisoindolin-5-yl) pyridin-4-yl)methyl)pyrrolidin-2-yl)methyl)carbamate O=C1NC(CCC1N1C(C2=CC=C(C=C2C1)C1=NC=CC(=C1)CN1[C@@H](CCC1)CNC(OC(C)(C)C)=O)=O)=O